(2,8-Dimethylimidazo[1,2-a]pyrazin-6-yl)-4-ethoxy-2-(piperidin-4-ylamino)pyrimidine-5-carboxamide formate salt C(=O)O.CC=1N=C2N(C=C(N=C2C)C2=C(C(=NC(=N2)NC2CCNCC2)OCC)C(=O)N)C1